1-(3-(sec-butyl)-2-oxo-2,3,4,5-tetrahydro-1H-benzo[1,4]diazepine-4-carbonyl)azetidine-2-carboxamide C(C)(CC)C1C(NC2=C(CN1C(=O)N1C(CC1)C(=O)N)C=CC=C2)=O